N-(((1r,4r)-4-(6-methylbenzo[d]oxazol-2-yl)cyclohexyl)methyl)nicotinamide CC1=CC2=C(N=C(O2)C2CCC(CC2)CNC(C2=CN=CC=C2)=O)C=C1